C(=O)C=1C=C(C#N)C=C(C1)OC(F)(F)F 3-formyl-5-(trifluoromethoxy)benzonitrile